N'-(4-aminophenyl)urea NC1=CC=C(C=C1)NC(N)=O